BrC1=CC(=C(C=C1Cl)N1C(C=CC2=CC(=CC=C12)S(=O)(=O)OC1=C(C(=C(C(=C1F)F)F)F)F)=O)OC (P)-perfluorophenyl 1-(4-bromo-5-chloro-2-methoxyphenyl)-2-oxo-1,2-dihydroquinoline-6-sulfonate